2-[bis[(3-methoxyphenyl)methyl]amino]-ethanehydroxamic acid COC=1C=C(C=CC1)CN(CC(=O)NO)CC1=CC(=CC=C1)OC